4-(5-bromo-6-methoxy-2H-indazol-2-yl)cyclohexan-1-one BrC1=CC2=CN(N=C2C=C1OC)C1CCC(CC1)=O